BrC(CBr)CCCCCCCCCCCCCC(C)C 2-bromoisostearyl bromide